NC1=NC(=NN2C1=NC=C2C=2C=C(C=CC2C)S(=O)(=O)N2C1CN(C(C2)C1O)C)C(F)(F)F 2-((3-(4-amino-2-(trifluoromethyl)imidazo[2,1-f][1,2,4]triazin-7-yl)-4-methylphenyl)sulfonyl)-5-methyl-2,5-diazabicyclo[2.2.1]heptan-7-ol